methyl (1S,4s)-4-{3-[(R)-2-(m-fluorophenyl)-2-hydroxyethylamino]-3-methylbutyl}cyclohexanecarboxylate FC=1C=C(C=CC1)[C@H](CNC(CCC1CCC(CC1)C(=O)OC)(C)C)O